C(C)(C)(C)OC(=O)N1[C@@H]2CN[C@H](C1)C2.C(C2=CC=CC=C2)N2C1=NC=NC(=C1N=C2C2=C(C=C(C=C2)OCCN2C[C@@H](NCC2)C)Cl)OC2(CC2)C (S)-9-benzyl-8-(2-chloro-4-(2-(3-methylpiperazin-1-yl)ethoxy)phenyl)-6-(1-methylcyclopropoxy)-9H-purine tert-butyl-(1S,4S)-2,5-diazabicyclo[2.2.1]heptane-2-carboxylate